NC1=CC(=C(N=N1)Cl)[C@@H](COC1CC1)NCC(CN)(F)F (S)-N1-(1-(6-amino-3-chloropyridazin-4-yl)-2-cyclopropoxyethyl)-2,2-difluoropropane-1,3-diamine